Methyl (2R)-2-amino-3-tert-butoxy-propionate N[C@@H](C(=O)OC)COC(C)(C)C